3-(6-((2-Chloro-1H-imidazol-1-yl)methyl)pyridin-3-yl)-5-isobutylthiophene-2-sulfonamide ClC=1N(C=CN1)CC1=CC=C(C=N1)C1=C(SC(=C1)CC(C)C)S(=O)(=O)N